CC(C(=O)C1=CC(=C(C(=C1)OC)OC)OC)=CC=1C=NC2=CC=CC=C2C1 2-methyl-3-(quinolin-3-yl)-1-(3,4,5-trimethoxyphenyl)prop-2-en-1-one